6-(2-(4-fluorophenyl)-1H-pyrrolo-[2,3-b]pyridin-5-yl)-N-(2,2,2-trifluoroethyl)picolinamide FC1=CC=C(C=C1)C1=CC=2C(=NC=C(C2)C2=CC=CC(=N2)C(=O)NCC(F)(F)F)N1